6-allylsulfonyl-3-fluoro-N,N-bis[(4-methoxyphenyl)methyl]-4-methyl-5-(trifluoromethyl)pyridin-2-amine C(C=C)S(=O)(=O)C1=C(C(=C(C(=N1)N(CC1=CC=C(C=C1)OC)CC1=CC=C(C=C1)OC)F)C)C(F)(F)F